((3aR,5R,6aS)-2-(4-amino-5-fluoropyrimidin-2-yl)octahydrocyclopenta[c]pyrrol-5-yl)((R)-5-(3,5-difluorophenyl)-4,5-dihydro-1H-pyrazol-1-yl)methanone NC1=NC(=NC=C1F)N1C[C@@H]2[C@H](C1)CC(C2)C(=O)N2N=CC[C@@H]2C2=CC(=CC(=C2)F)F